(8-fluoroisoquinolin-3-yl)methyl methanesulfonate CS(=O)(=O)OCC=1N=CC2=C(C=CC=C2C1)F